The molecule is a cationic C3 cyanine dye having benzothiazolium-2-yl and quinolinium-4-yl substituents. It has a role as a fluorochrome. It is a cyanine dye, a benzothiazolium ion and a quinolinium ion. CN\\1C2=CC=CC=C2S/C1=C\\C=C/C3=CC=[N+](C4=CC=CC=C34)CCC[N+](C)(C)C